8-cyclopentyl-2-((1-(cyclopropylsulfonyl)piperidin-4-yl)amino)-6-hydroxypterin C1(CCCC1)N1C=C(N=C2C(NC(N=C12)(N)NC1CCN(CC1)S(=O)(=O)C1CC1)=O)O